O=C(CC1CC(NC1)C(=O)O)NC1=CC=C(C=C1)C=1N=NC=CC1 4-(2-oxo-2-((4-(pyridazin-3-yl)phenyl)amino)ethyl)pyrrolidine-2-carboxylic acid